FC(C1=C(C=C2CCCNC2=C1)C1=NN(C=C1)C)F 7-(difluoromethyl)-6-(1-methylpyrazol-3-yl)-1,2,3,4-tetrahydroquinoline